Cl.NC\C=C(\CN1N=NC2=C1C=CC=C2C=2C=C(C=CC2OC)S(=O)(=O)NC2CC2)/F (Z)-3-(1-(4-amino-2-fluorobut-2-en-1-yl)-1H-benzo[d][1,2,3]triazol-4-yl)-N-cyclopropyl-4-methoxybenzenesulfonamide Hydrochloride